C(#N)C1=CC=C(CNC(=O)C2=NN(C=3C(N(CCC32)CC3(CC3)S(=O)(=O)C(COC(F)F)(C)C)=O)C)C=C1 N-(4-Cyanobenzyl)-6-((1-((1-(difluoromethoxy)-2-methylpropan-2-yl)sulfonyl)cyclopropyl)methyl)-1-methyl-7-oxo-4,5,6,7-tetrahydro-1H-pyrazolo[3,4-c]pyridine-3-carboxamide